1,1,1,3,3,3-hexafluoropropan-2-yl (+)-1-(benzylcarbamoyl)-6-azaspiro[2.5]octane-6-carboxylate C(C1=CC=CC=C1)NC(=O)C1CC12CCN(CC2)C(=O)OC(C(F)(F)F)C(F)(F)F